tert-butyl (2R)-2-(((tert-butyldimethylsilyl) oxy)-methyl)-5-methoxypyrrolidine-1-carboxylate [Si](C)(C)(C(C)(C)C)OC[C@@H]1N(C(CC1)OC)C(=O)OC(C)(C)C